3-butenediol diacetate C(C)(=O)OC(CC=C)OC(C)=O